C(C)(C)(C)OC(=O)N1CCC(CC1)OC1=NC(=CC=C1)COC1=C(C=C(C=C1)C#N)F 4-((6-((4-cyano-2-fluorophenoxy)methyl)pyridin-2-yl)oxy)piperidine-1-carboxylic acid tert-butyl ester